[NH2+]1CCCCC1 r-piperidinium